C(C#C)N1CC=NC2=CC=CC=C12 1-(prop-2-ynyl)-1,2-dihydroquinoxaline